BrC1=CC2=C(N(CCCC2)C)C=C1 7-Bromo-1-methyl-1,3,4,5-tetrahydro-2H-benzo[b]azepine